6,7-dihydro-4H-oxazolo[5,4-d]pyrimidin-5-one N1=COC=2NC(NCC21)=O